CC1=CC=C(C(=O)N)C=C1[N+](=O)[O-] 4-methyl-5-nitrobenzamide